C(C)(C)(C)OC(=O)N1C(=CC=C1C)B(O)O 1-(TERT-BUTOXYCARBONYL)-5-METHYL-1H-PYRROL-2-YLBORONIC ACID